BrCCCCCC(=O)OC(C=C)CCC1=CC=CC=C1 5-phenylpent-1-en-3-yl 6-bromohexanoate